ClC1=C(C=C(C(=C1)F)OC)C1=CC=2NC(N(C(C2S1)=O)C=1C2=C(C=NC1)C=C(S2)C(=O)O)=O 7-[6-(2-chloro-4-fluoro-5-methoxy-phenyl)-2,4-dioxo-1H-thieno[3,2-d]pyrimidin-3-yl]thieno[3,2-C]pyridine-2-carboxylic acid